CC(CC=1NC=2C(=NC(=CC2)C(F)(F)F)N1)(C)C 2-(2,2-Dimethylpropyl)-5-(trifluoromethyl)imidazo[4,5-b]pyridin